C(C)OC(=O)C(C(=O)OIOC(C(C(=O)OCC)(F)F)=O)(F)F bis(2-(ethoxycarbonyl)-2,2-difluoroacetoxy)iodine